Tungsten-Oxide [W]=O